ClC1=NC=C(C(=C1)I)C(F)(F)F 2-chloro-4-iodo-5-(trifluoromethyl)pyridine